C(C=C)(=O)N1CCCC1 1-acryloyl-pyrrolidin